CNC(OCCN1C(C2=CC(=CC=C2C2(CCNCC2)C1=O)C#N)C1CCC(CC1)C(C)C)=O 2-(7-cyano-1-((1s,4s)-4-isopropylcyclohexyl)-3-oxo-1H-spiro[isoquinoline-4,4-piperidin]-2(3H)-yl)ethyl methylcarbamate